3-bromo-2-chloro-5-fluoro-6-methylisonicotinic acid BrC1=C(C(=O)O)C(=C(N=C1Cl)C)F